FC1=C2C(C(N(C2=CC=C1)F)=O)(C)C difluoro-3,3-dimethyl-2-oxoindolin